O=C1NC(CCC1N1C(C2=CC=C(C=C2C1=O)N1CCN(CC1)CC1(CCN(CC1)CC1CCNCC1)F)=O)=O 2-(2,6-dioxo-3-piperidyl)-5-[4-[[4-fluoro-1-(4-piperidylmethyl)-4-piperidyl]methyl]piperazin-1-yl]isoindoline-1,3-dione